[SiH]1=CC=CC2=CC3=CC=CC=C3C=C12 sila-anthracene